CN1C(C=2C=CC=C(NC3=NC=C4C=C(C(N(CCC1)C4=N3)=O)N3CCN(C4=C(C=CC=C34)C)C(C=C)=O)C2)=O 9-methyl-15-(5-methyl-4-prop-2-enoyl-2,3-dihydroquinoxalin-1-yl)-2,9,13,19,20-pentazatetracyclo[11.6.2.13,7.017,21]docosa-1(19),3,5,7(22),15,17,20-heptaene-8,14-dione